tert-butyl benzyl(7-bromo-2-chloropyrrolo[2,1-f][1,2,4]triazin-4-yl)carbamate C(C1=CC=CC=C1)N(C(OC(C)(C)C)=O)C1=NC(=NN2C1=CC=C2Br)Cl